Cl.ClC1=C(O)C(=CC(=C1O)N)N 2-chloro-4,6-diaminoresorcinol hydrochloride